(E)-2-(3-phenylprop-1-en-1-yl)-4-(pyrrolidin-1-yl)pyrimidine C1(=CC=CC=C1)C/C=C/C1=NC=CC(=N1)N1CCCC1